5,6,11-trimethoxy-2,2-bis(4-diethylaminophenyl)-9,9-dimethyl-2,9-dihydrobenzo[f]indeno[2,1-h]chromene COC1=C(C=CC=2C1=C1C=CC(OC1=C1C2C(C2=CC(=CC=C21)OC)(C)C)(C2=CC=C(C=C2)N(CC)CC)C2=CC=C(C=C2)N(CC)CC)OC